FC(C(C(=C(F)F)F)(F)F)(F)F octafluoro-butene